COC1=NC(=NC=N1)C=1C=CC(=C(C1)O)C=1N=C2N(C=CC(=N2)C=2CC(NC(C2)(C)C)(C)C)C1 5-(4-methoxy-1,3,5-triazin-2-yl)-2-(7-(2,2,6,6-tetramethyl-1,2,3,6-tetrahydropyridin-4-yl)imidazo[1,2-a]pyrimidin-2-yl)phenol